C1(CC1)C=1C=C(C(=O)OC)C=C(C1)C(F)(F)F methyl 3-cyclopropyl-5-(trifluoromethyl)benzoate